5-((4-(1-((1-(2-(2,6-dioxopiperidin-3-yl)-1,3-dioxoisoindolin-5-yl)pyrrolidine-3-yl)methyl)piperidin-4-yl)phenyl)amino)-3-(4-methylpiperazin-1-yl)-1,2,4-triazine-6-carboxamide O=C1NC(CCC1N1C(C2=CC=C(C=C2C1=O)N1CC(CC1)CN1CCC(CC1)C1=CC=C(C=C1)NC=1N=C(N=NC1C(=O)N)N1CCN(CC1)C)=O)=O